CC1=C(C#N)C=C(C=C1)C[C@@H]1CC[C@H](CC1)C(=O)N1OCC[C@H]1C1=NC=CN=C1 trans-2-methyl-5-[[4-[(3S)-3-pyrazin-2-ylisoxazolidine-2-carbonyl]cyclohexyl]methyl]benzonitrile